CC1=CC=C(C=C1)C=CC(=O)N[C@@H](CC1=CC=CC=C1)C(=O)O N-[3-(4-methylphenyl)-1-oxo-2-propenyl]-L-phenylalanine